methyl 2-hydroxy-4-(5-pentylpicolinamido)benzoate hydrogen chloride Cl.OC1=C(C(=O)OC)C=CC(=C1)NC(C1=NC=C(C=C1)CCCCC)=O